O(CCN1CC(OC(C1)=O)=O)CCN1CC(OC(C1)=O)=O 4'-(oxybis(ethane-2,1-diyl))bis(morpholine-2,6-dione)